2,2,5,5-tetrahydroxymethylcyclopentanone tetraacrylate C(C=C)(=O)O.C(C=C)(=O)O.C(C=C)(=O)O.C(C=C)(=O)O.OCC1(C(C(CC1)(CO)CO)=O)CO